C(C)N1C(C=C(C2=CC3=C(C=C12)C1(OC(C2=CC=CC=C12)=O)C=1C=CC(=CC1O3)N(C3=CC=C(C=C3)C)CC)C)(C)C 1-ethyl-8-[ethyl-(p-tolyl)amino]-2,2,4-trimethyl-1,2-dihydro-3'H-spiro[chromeno[2,3-g]quinoline-11,1'-isobenzofuran]-3'-one